C(C)N1C=NC2=C1C=C(C=C2)C2=NN=C(O2)C=2C=CC(=C(C#N)C2)NC(C)C 5-{5-(1-ethyl-1H-1,3-benzodiazol-6-yl)-1,3,4-oxadiazol-2-yl}-2-[(propan-2-yl)amino]benzonitrile